N-decanoyl-L-methionine C(CCCCCCCCC)(=O)N[C@@H](CCSC)C(=O)O